C(C)N1C2=C([C@@H]([C@@H](C1=O)NC(C1=CC(=CC=C1)C(F)(F)F)=O)C1=CC=C(C=C1)F)C(=NN2C2=CC=CC=C2)C(C(=O)O)=C 2-[(4S,5S)-7-ethyl-4-(4-fluorophenyl)-6-oxo-1-phenyl-5-[[3-(trifluoromethyl)benzoyl]amino]-4,5-dihydropyrazolo[3,4-b]pyridine-3-yl]prop-2-enoic acid